OCCN(CCCCCCCC(=O)OC(CCCCCCCC)CCCCCCCC)CCCCCC(OCCCCCCCCCCC)=O 9-heptadecanyl 8-{(2-hydroxy ethyl)[6-oxo-6-(undecyloxy)hexyl]amino}octanoate